C(CCC)NC[Si](OC)(OC)OC N-n-butyl-aminomethyl-trimethoxysilane